FC1=C(C=CC(=N1)C1=NNC(=C1C(C)C)C=1C=C(C=2N(C1)N=CN2)OC)C2CCN(CC2)C2COC2 6-(3-(6-fluoro-5-(1-(oxetan-3-yl)piperidin-4-yl)pyridin-2-yl)-4-isopropyl-1H-pyrazol-5-yl)-8-methoxy-[1,2,4]triazolo[1,5-a]pyridine